4-((5-(anilino)carbonyl-2-methoxyphenyl)azo)-3-hydroxy-N-(3-nitrophenyl)naphthalene-2-carboxamide N(C1=CC=CC=C1)C(=O)C=1C=CC(=C(C1)N=NC1=C(C(=CC2=CC=CC=C12)C(=O)NC1=CC(=CC=C1)[N+](=O)[O-])O)OC